2-bromo-6-(4-methylthiazol-2-yl)pyridin-4-amine BrC1=NC(=CC(=C1)N)C=1SC=C(N1)C